C(C)(C)(C)OC(=O)N1C(CCCC1)C1=C(C=CC=2N(C(N(C21)C)=O)C2C(N(C(CC2)=O)CC2=CC=C(C=C2)OC)=O)OC (5-methoxy-1-(1-(4-methoxybenzyl)-2,6-dioxopiperidin-3-yl)-3-methyl-2-oxo-2,3-dihydro-1H-benzo[d]Imidazol-4-yl)piperidine-1-carboxylic acid tert-butyl ester